m-t-butylbenzyl bromide C(C)(C)(C)C=1C=C(CBr)C=CC1